arsenic-palladium (II) [Pd+2].[As+3]